(E)-1-(2-fluorophenyl)ethan-1-one O-(2-chloro-6-((4,6-dimethoxypyrimidin-2-yl)thio)benzoyl) oxime ClC1=C(C(=O)O\N=C(/C)\C2=C(C=CC=C2)F)C(=CC=C1)SC1=NC(=CC(=N1)OC)OC